CC(C)[Ca] (S)-2-propyl-calcium